C(C(C)C)N1CCOCC1 N-isobutylmorpholin